CC1=C(C(=CC=C1)[O-])C(=O)O The molecule is a hydroxybenzoate that is obtained by removal of a proton from the carboxylic acid group of 6-methylsalicylic acid. It derives from a salicylate. It is a conjugate base of a 6-methylsalicylic acid.